C(C)C1=CC=C(C=2C=CNC12)O 7-ethylindol-4-ol